((((4S,5S)-5-(methoxymethyl)-1,3-dioxolan-4-yl) methoxy) carbonyl) propanoate C(CC)(=O)OC(=O)OC[C@@H]1OCO[C@H]1COC